N1(CCCCC1)CCCN 3-(N-piperidinyl)propylamine